2-isobutylglycine C(C(C)C)C(N)C(=O)O